N-[5-[(4-bromophenyl)methoxy]-1,3,4-thiadiazol-2-yl]-4-(2-methoxyphenyl)pyridine-3-carboxamide BrC1=CC=C(C=C1)COC1=NN=C(S1)NC(=O)C=1C=NC=CC1C1=C(C=CC=C1)OC